CN(C(OC1=CC(CC(C1)(C)C)=O)=O)C 5,5-dimethyl-3-oxocyclohex-1-enyl dimethylcarbamate